C1(CCC1)C(=O)N1[C@H]([C@H](CC1)NS(=O)(=O)C)CC=1C(=C(C=CC1)C1=CC(=CC=C1)F)F N-((2S,3S)-1-(cyclobutylcarbonyl)-2-((2,3'-difluorobiphenyl-3-yl)methyl)pyrrolidin-3-yl)methanesulfonamide